N-[1-benzyl-4-(5-chloro-2-pyridinyl)-4-piperidinyl]4-(trifluoromethoxy)benzenesulfonamide C(C1=CC=CC=C1)N1CCC(CC1)(C1=NC=C(C=C1)Cl)NS(=O)(=O)C1=CC=C(C=C1)OC(F)(F)F